C(C1=CC=CC=C1)OC(=O)NC(C(=O)[O-])CNC(=O)C1=CC2=NC=CC=C2S1 2-(((benzyloxy)carbonyl)amino)-3-(thieno[3,2-b]pyridine-2-carboxamido)propanoate